N-benzyl-N-{5-[di(tert-butyl)(fluoro)silyl]-4-methoxy-2-pyridinyl}succinamide C(C1=CC=CC=C1)N(C(CCC(=O)N)=O)C1=NC=C(C(=C1)OC)[Si](F)(C(C)(C)C)C(C)(C)C